tris(2-(2-(2-fluoroethoxy)ethoxy)ethoxy)aluminum FCCOCCOCCO[Al](OCCOCCOCCF)OCCOCCOCCF